(Z)-4-(bis(2-oleamidoethyl)amino)-4-oxobut-2-enoic acid C(CCCCCCC\C=C/CCCCCCCC)(=O)NCCN(C(\C=C/C(=O)O)=O)CCNC(CCCCCCC\C=C/CCCCCCCC)=O